S1C=CC2=C1C=CS2 thienoThiophene